3-(5-(2-oxopyrrolidin-1-yl)pyridin-3-yl)-3-(5-(2-(5,6,7,8-tetrahydro-1,8-naphthyridin-2-yl)ethoxy)-1H-indazol-1-yl)propionic acid O=C1N(CCC1)C=1C=C(C=NC1)C(CC(=O)O)N1N=CC2=CC(=CC=C12)OCCC1=NC=2NCCCC2C=C1